8-naphthoic acid amide C1=CC=CC2=CC=CC(=C12)C(=O)N